9-(4-(2,4-dinitrophenoxy)phenyl)-9H-carbazole [N+](=O)([O-])C1=C(OC2=CC=C(C=C2)N2C3=CC=CC=C3C=3C=CC=CC23)C=CC(=C1)[N+](=O)[O-]